5-[4-amino-5-(trifluoromethyl)pyrrolo[2,1-f][1,2,4]triazin-7-yl]-N-[(3R,4S)-4-fluoro-1-(4-methyl-1,2,3,4-tetrahydronaphthalen-1-yl)pyrrolidin-3-yl]-2-methoxypyridine-3-carboxamide NC1=NC=NN2C1=C(C=C2C=2C=C(C(=NC2)OC)C(=O)N[C@@H]2CN(C[C@@H]2F)C2CCC(C1=CC=CC=C21)C)C(F)(F)F